[6-(9H-carbazol-9-yl)hexyl]phosphonic acid C1=CC=CC=2C3=CC=CC=C3N(C12)CCCCCCP(O)(O)=O